C(#N)C1=C(C(=O)O)C=CC(=C1)C(=O)O 2-(cyano)terephthalic acid